(E)-N-(4-(1-(4-(1-(5-(2-(2,6-dioxopiperidin-3-yl)-1-oxoisoindolin-4-yl)pent-4-yn-1-yl)piperidin-4-yl)benzoyl)piperidin-4-yl)butyl)-3-(pyridin-3-yl)acrylamide O=C1NC(CCC1N1C(C2=CC=CC(=C2C1)C#CCCCN1CCC(CC1)C1=CC=C(C(=O)N2CCC(CC2)CCCCNC(\C=C\C=2C=NC=CC2)=O)C=C1)=O)=O